5-(trifluoromethyl)-3-[[(1S,3S)-3-[4-[5-(trifluoromethyl)pyrimidin-2-yl]piperazine-1-carbonyl]cyclohexyl]amino]-1H-pyridazin-6-one FC(C1=CC(=NNC1=O)N[C@@H]1C[C@H](CCC1)C(=O)N1CCN(CC1)C1=NC=C(C=N1)C(F)(F)F)(F)F